4-[4-[(E)-3-(3-Chlorophenyl)prop-2-enoyl]phenoxy]butanoic acid ClC=1C=C(C=CC1)/C=C/C(=O)C1=CC=C(OCCCC(=O)O)C=C1